C(C)[C@@]1(CC[C@@]2([C@H]3CC[C@@]4([C@H](CC[C@H]4[C@@H]3CC[C@H]2C1)[C@H](CC)CCCC(C)(C)O)C)C)O (3S,5S,8R,9S,10S,13R,14S,17R)-3-ethyl-17-((R)-7-hydroxy-7-methyloctan-3-yl)-10,13-dimethylhexadecahydro-1H-cyclopenta[a]phenanthren-3-ol